O1C(=NN=C1)C1=C2C=CC=[N+](C2=CC=C1)[O-] 5-(1,3,4-oxadiazol-2-yl)quinolin-1-ium-1-olate